N-(3-fluoro-5-(trifluoromethyl)phenyl)-1-(imidazo[1,2-a]pyridin-3-ylmethyl)indoline-6-carboxamide FC=1C=C(C=C(C1)C(F)(F)F)NC(=O)C1=CC=C2CCN(C2=C1)CC1=CN=C2N1C=CC=C2